C1(CC1)C(=O)OCCN(C)C(=O)OC(C)(C)C 2-[tert-butoxycarbonyl(methyl)amino]ethyl cyclopropanecarboxylate